(4-(1,2,4-oxadiazol-3-yl)benzylthio)-2-tert-butyl-4-chloropyridazin-3(2H)-one O1N=C(N=C1)C1=CC=C(CSC2=C(C(N(N=C2)C(C)(C)C)=O)Cl)C=C1